tert-butyl 4-[5-fluoro-4-[3-methyl-4-([1,2,4]triazolo[1,5-a]pyridin-7-yloxy)anilino]pyrido[3,4-d]pyrimidin-6-yl]piperazine-1-carboxylate FC1=C(N=CC=2N=CN=C(C21)NC2=CC(=C(C=C2)OC2=CC=1N(C=C2)N=CN1)C)N1CCN(CC1)C(=O)OC(C)(C)C